ClC=1C=C(C=CC1F)NC1=NC=NC2=CC(=C(C=C12)O[C@@H]1CC[C@@H](CC1)N(C)C(=O)C1CCOCC1)OC 4-[(3-chloro-4-fluoro-phenyl)amino]-6-(cis-4-{N-[(tetrahydropyran-4-yl)carbonyl]-N-methyl-amino}-cyclohex-1-yloxy)-7-methoxy-quinazoline